N-cyclopentyl-6-(1H-indol-5-yl)picolinamide C1(CCCC1)NC(C1=NC(=CC=C1)C=1C=C2C=CNC2=CC1)=O